5-(n-hexyloxycarbonyl)-bicyclo[2.2.1]Hept-2-ene C(CCCCC)OC(=O)C1C2C=CC(C1)C2